2-(methoxycarbonyl)norbornene COC(=O)C=1C2CCC(C1)C2